N-[(3,5-difluoropyridin-2-yl)methyl]-2-[(3R)-3'-fluoro-3-methyl-[1,4'-bipiperidin]-1'-yl]-1,3-oxazole-4-carboxamide FC=1C(=NC=C(C1)F)CNC(=O)C=1N=C(OC1)N1CC(C(CC1)N1C[C@@H](CCC1)C)F